C(CSCCCCC(CSCC)O)O 3,10-dithia-1,8-dodecanediol